NC1=NC=CC2=CC=C(C=C12)C1=CNC2=CC(=CC=C12)C(=O)NCCCN(C)C 3-(1-aminoisoquinolin-7-yl)-N-(3-(dimethylamino)propyl)-1H-indole-6-carboxamide